O=C1NCC2(C1)CCN(CC2)C2CC1CCC(C2)N1C(=O)OC1=CC=C(C=C1)[N+](=O)[O-] 4-nitrophenyl 3-(3-oxo-2,8-diazaspiro[4.5]decan-8-yl)-8-azabicyclo[3.2.1]octane-8-carboxylate